1-(2,2,6-trimethyl-1-cyclohexyl)hexan-3-ol CC1(C(C(CCC1)C)CCC(CCC)O)C